5-{3-[(4-aminobutyl)amino]-4-(trifluoromethyl)phenyl}-1,3,4-oxadiazol NCCCCNC=1C=C(C=CC1C(F)(F)F)C1=NN=CO1